CN1C(=NC2=C(C=C(C=C2C1=O)C)[C@@H](C)N[S@](=O)C(C)(C)C)N1CCOCC1 (R)-N-((R)-1-(3,6-dimethyl-2-morpholino-4-oxo-3,4-dihydroquinazolin-8-yl)ethyl)-2-methylpropane-2-sulfinamide